2-(2-(2-(trifluoromethyl)pyridin-4-yl)-2,6-diazaspiro[3.4]octan-6-yl)pyrimidine-4-carbohydrazide FC(C1=NC=CC(=C1)N1CC2(C1)CN(CC2)C2=NC=CC(=N2)C(=O)NN)(F)F